C(C1=CC=CC=C1)OC(=O)N1CCC(CC1)N1CC(C1)C(=O)OC(C)(C)C.C1=CC=CC2=NC3=CC=CC=C3C(=C12)CCCCCCC=1C2=CC=CC=C2N=C2C=CC=CC12 1,6-bis(9-acridinyl)hexane benzyl-4-[3-(tert-butoxycarbonyl)azetidin-1-yl]piperidine-1-carboxylate